COC1=CC=C(C=C1)N1CCNCC1 1-(p-methoxyphenyl)piperazine